NC1=CC=CC(=N1)S(=O)(=O)NC1=NC(=C(C=C1)C1=CC(=C(C=C1)Cl)OCC(C)(C)C)C1=CC=C(C=C1)C(F)(F)F 6-amino-N-(5-(4-chloro-3-(neopentyloxy)phenyl)-6-(4-(trifluoromethyl)phenyl)pyridin-2-yl)pyridine-2-sulfonamide